C1(=CC=CC=C1)C1=C2N=C3C=CC=CC3=CC2=CC=C1 5-phenylacridine